C(C)(C)(C)OC(NC1(CC1)C1=CC(=CC(=C1)C)C1=NC(=C(N=C1)N)OC=1C=NN(C1)C1CCN(CC1)C)=O (1-(3-(5-amino-6-((1-(1-methylpiperidin-4-yl)-1H-pyrazol-4-yl)oxy)pyrazin-2-yl)-5-methylphenyl)cyclopropyl)carbamic acid tert-butyl ester